N,N'-di(hydroxyisopropyl)hexanediamine OC(C)(C)NC(CCCCC)NC(C)(C)O